ClC1=C(C(=O)C2=CNC=3N=CN=C(C32)N[C@@H]3CC[C@H](OC3)C(=O)O)C=CC(=C1)OC1=CC=CC=C1 (2S,5R)-5-(5-(2-chloro-4-phenoxybenzoyl)-7H-pyrrolo[2,3-d]pyrimidin-4-ylamino)tetrahydro-2H-pyran-2-carboxylic acid